4-(1-methylcyclopentyl)-1H-1,2,3-triazol CC1(CCCC1)C=1N=NNC1